FC=1C=C2C(=NC1)NC(C2C)=O 5-fluoro-3-methyl-1,3-dihydropyrrolo[2,3-b]pyridin-2-one